N[C@@H](CS)C(=O)O.C1(=CC=CC=C1)B(O)O phenylboronic acid compound with cysteine